1-(3-(5-amino-3-(3-methoxy-4-(pyridin-2-yloxy)phenyl)imidazo[1,5-c]pyrimidin-1-yl)pyrrolidin-1-yl)prop-2-en-1-one NC1=NC=CC=2N1C(=NC2C2CN(CC2)C(C=C)=O)C2=CC(=C(C=C2)OC2=NC=CC=C2)OC